C(CCCCCCCC=C)S(=O)(=O)[O-].[Na+] sodium deca-9-ene-1-sulfonate